ethylenebiscaprylic acid amide C(CCCCCCCCC(=O)N)CCCCCCCC(=O)N